heptenediol C(=CCCCCC)(O)O